3-methyl-4-(p-toluenesulfonyl-hydrazino)piperidine-1-carboxylic acid tert-butyl ester C(C)(C)(C)OC(=O)N1CC(C(CC1)NNS(=O)(=O)C1=CC=C(C)C=C1)C